N-(3,3-difluorocyclobutyl)-5-(3-((1-methylpiperidin-4-yl)oxy)quinoxalin-6-yl)-7H-pyrrolo[2,3-d]pyrimidin-2-amine FC1(CC(C1)NC=1N=CC2=C(N1)NC=C2C=2C=C1N=C(C=NC1=CC2)OC2CCN(CC2)C)F